5-[(6,7-difluoro-4-formyl-1H-indol-5-yl)oxy]-2-fluoro-benzonitrile FC1=C(C(=C2C=CNC2=C1F)C=O)OC=1C=CC(=C(C#N)C1)F